C(C)(C)(C)OOOC(C1=CC=CC=C1)=O benzoic acid-tertiary-butyl-peroxyester